3-bromo-7-chloro-1-(2-methoxyethyl)-1,6-naphthyridin-2(1H)-one BrC=1C(N(C2=CC(=NC=C2C1)Cl)CCOC)=O